CC1=NC2=CC=C(C=C2C(=C1)NC=1C=NC(=CC1)C=1NC=2C(=NC(=CC2)NC2=CC(=NC=C2)C)N1)N1CCOCC1 2-methyl-N-(6-(5-(2-methylpyridin-4-ylamino)-1H-imidazo[4,5-b]pyridin-2-yl)pyridin-3-yl)-6-morpholinoquinolin-4-amine